N-(4-carbamimidoyl-3-fluorobenzyl)-1-(4-(3-cyanobenzyl)benzyl)-1H-pyrazole-4-carboxamide C(N)(=N)C1=C(C=C(CNC(=O)C=2C=NN(C2)CC2=CC=C(C=C2)CC2=CC(=CC=C2)C#N)C=C1)F